N[C@@H](C(=O)O)CCC=1C=NC(=NC1)OC (R)-2-amino-4-(2-methoxypyrimidin-5-yl)butanoic acid